C1(CC1)NC(C1=C(C=C(C=C1OC)C1=CN=C2N1C=CC(=C2)C=2N=NC(=CC2)C2CC2)OC(F)F)=O N-cyclopropyl-4-[7-(6-cyclopropylpyridazin-3-yl)imidazo[1,2-a]pyridin-3-yl]-2-(difluoromethoxy)-6-methoxy-benzamide